(S)-5-benzyl-49-(2,5-dioxo-2,5-dihydro-1H-pyrrol-1-yl)-4,7,47-trioxo-10,13,16,19,22,25,28,31,34,37,40,43-dodecaoxa-3,6,46-triazanonatetracontanamide C(C1=CC=CC=C1)[C@@H](C(NCC(=O)N)=O)NC(CCOCCOCCOCCOCCOCCOCCOCCOCCOCCOCCOCCOCCNC(CCN1C(C=CC1=O)=O)=O)=O